F[P-](F)(F)(F)(F)F.C(C)(C)[Fe+] isopropyliron (II) hexafluorophosphate